ClC=1N=C(C2=C(N1)NC=C2Cl)N[C@H]2CN(CC[C@H]2F)C(=O)OC(C)(C)C tert-butyl (3S,4R)-3-((2,5-dichloro-7H-pyrrolo[2,3-d]pyrimidin-4-yl) amino)-4-fluoropiperidine-1-carboxylate